C(C)[C@H]1[C@H](NC(C1)=O)COC=1N=CC=C2C=C(C=3N(C12)N=CN3)C(=O)N 9-(((2S,3R)-3-Ethyl-5-oxopyrrolidin-2-yl)methoxy)-[1,2,4]triazolo[1,5-a][1,7]naphthyridine-4-carboxamide